methyl 4-((1-(1-(3-fluorobenzyl)-1H-benzo[d]imidazol-2-yl)piperidin-4-yl)oxy)-5-methyl-5H-pyrrolo[3,2-d]pyrimidine-7-carboxylate FC=1C=C(CN2C(=NC3=C2C=CC=C3)N3CCC(CC3)OC=3C2=C(N=CN3)C(=CN2C)C(=O)OC)C=CC1